C(C)(C)(C)C=1C=C(C=C(C1O)C(C)(C)C)CCC(=O)O.C=C.C=C diethylene [3-(3,5-di-t-butyl-4-hydroxyphenyl) propionate]